OC(C(CC)NC(C)C)C1=C2C=CC(NC2=C(C=C1)OCC1=CC=CC=C1)=O 5-(1-hydroxy-2-isopropylaminobutyl)-8-benzyloxycarbostyril